4-methyl-1,7-heptanedioic acid CC(CCC(=O)O)CCC(=O)O